6-cyclopropyl-8-(4-methylpiperazin-1-yl)imidazo[1,2-a]pyridine-2-carboxylate C1(CC1)C=1C=C(C=2N(C1)C=C(N2)C(=O)[O-])N2CCN(CC2)C